5-methoxy-1H-indazol COC=1C=C2C=NNC2=CC1